BrC=1C=C(C=CC1)C=1C=CC=2N(N1)C=C(N2)C#N 6-(3-bromophenyl)imidazo[1,2-b]pyridazine-2-carbonitrile